methyl-(hydroxybenzyl)dipentyloxysilane Germanium(IV) hydride [GeH4].C[Si](OCCCCC)(OCCCCC)C(C1=CC=CC=C1)O